(1R)-N-[5-(3,4-Difluorophenoxy)-2-pyridyl]-2,2-dimethyl-cyclopropanecarboxamide FC=1C=C(OC=2C=CC(=NC2)NC(=O)[C@H]2C(C2)(C)C)C=CC1F